(E)-ethyl-3-(4-hydroxy-3,5-dimethoxyphenyl)acrylate C(C)OC(\C=C\C1=CC(=C(C(=C1)OC)O)OC)=O